CN(CCCNC(C(=C)C)=O)C N-(3-dimethylaminopropyl)-methacrylamide